(R)-4-(2-(3-methylmorpholino)-8-(1H-pyrazol-5-yl)-1,7-naphthyridin-4-yl)piperidine-4-carbonitrile C[C@@H]1COCCN1C1=NC2=C(N=CC=C2C(=C1)C1(CCNCC1)C#N)C1=CC=NN1